BrC1=CN=CC(=N1)C1=CN=C2N1N=C(C(=C2)OCC(F)F)C2CC2 3-(6-bromopyrazin-2-yl)-6-cyclopropyl-7-(2,2-difluoroethoxy)imidazo[1,2-b]pyridazine